(R)-N-((R)-1'-(3-acetyl-6-aminopyrazin-2-yl)-3H-spiro[benzofuran-2,4'-piperidin]-3-yl)-2-methylpropan-2-sulfinamide C(C)(=O)C=1C(=NC(=CN1)N)N1CCC2(CC1)OC1=C([C@H]2N[S@](=O)C(C)(C)C)C=CC=C1